ClC=1C=C2C(=CNC2=CC1)C(=O)N[C@@H]1CCO[C@]12O[C@@H]([C@@H]([C@@H]([C@H]2O)N2N=NC(=C2)C2=CC(=C(C(=C2)F)F)F)O)CO 5-chloro-N-((4R,5S,7R,8R,9S,10R)-8,10-dihydroxy-7-(hydroxymethyl)-9-(4-(3,4,5-trifluorophenyl)-1H-1,2,3-triazol-1-yl)-1,6-dioxaspiro[4.5]dec-4-yl)-1H-indole-3-carboxamide